C(N)(=O)C1=C(C2=C(NC(=N2)C2=C(C(=O)OC)C=C(C=C2)OCCOC2=CC(=C(C=C2)C(=O)OC)C2=NC3=C(N2)C=CC(=C3OC)C(N)=O)C=C1)OC methyl 2-(5-carbamoyl-4-methoxy-1H-benzimidazol-2-yl)-5-[2-[3-(5-carbamoyl-4-methoxy-1H-benzimidazol-2-yl)-4-methoxycarbonyl-phenoxy]ethoxy]benzoate